3-(4-chlorophenyl)-N-(6H-isochromeno[3,4-c]pyridin-8-yl)propanamide ClC1=CC=C(C=C1)CCC(=O)NC=1C=CC2=C(C1)COC1=CN=CC=C12